C(C)(C)(C)OC(=O)N1C(CCCC1)NC(=O)OCC1C2=CC=CC=C2C=2C=CC=CC12 ({[(9H-fluoren-9-yl)methoxy]carbonyl}amino)piperidine-1-carboxylic acid tert-butyl ester